(1R,3s,5S)-3-((3S,4R)-1-(5-fluoropyrimidin-2-yl)-3-methoxypiperidin-4-yl)-8-azabicyclo[3.2.1]octane-8-carboxylic acid tert-butyl ester C(C)(C)(C)OC(=O)N1[C@H]2CC(C[C@@H]1CC2)[C@@H]2[C@@H](CN(CC2)C2=NC=C(C=N2)F)OC